2,3-diethoxycyclobutanone C(C)OC1C(CC1OCC)=O